ClC1=CC2=C(C=3N(CCO2)C2=C(C3)C(=NC=N2)N)C=N1 3-chloro-6,7-dihydropyrido[3,4-F]pyrimido[5',4':4,5]pyrrolo[1,2-d][1,4]oxazepine-12-amine